C\C(=C/CC=1C(=C(C(=O)O)C(=CC1O)CCCCC)O)\CCC=C(C)C 3-[(2E)-3,7-dimethyloct-2,6-dienyl]-2,4-dihydroxy-6-pentylbenzoic acid